6-[[3-[1-(trifluoromethyl)cyclopropyl]-1,2,4-triazol-1-yl]methyl]-2-azaspiro[3.3]heptane-2-carboxylic acid tert-butyl ester C(C)(C)(C)OC(=O)N1CC2(C1)CC(C2)CN2N=C(N=C2)C2(CC2)C(F)(F)F